tert-Butyl 4-(6-Chloro-3-methyl-2-oxo-2,3-dihydro-1H-imidazo[4,5-c]pyridin-1-yl)piperidine-1-carboxylate ClC1=CC2=C(C=N1)N(C(N2C2CCN(CC2)C(=O)OC(C)(C)C)=O)C